COC(=O)C1=CC(=C(COC2=CC=CC(=N2)N2C[C@@H](N(CC2)C(=O)OC(C)(C)C)C)C=C1)C tert-butyl (S)-4-(6-((4-(methoxycarbonyl)-2-methylbenzyl)oxy)pyridin-2-yl)-2-methylpiperazine-1-carboxylate